BrC1=C(C(=O)NC=2C(=CC3=C(NC(C(N(C3=O)C)CC(=O)NCO)=O)C2)OC2=CC(=CC(=C2)C)C)C=C(C(=C1OC([2H])([2H])[2H])OC([2H])([2H])[2H])OC([2H])([2H])[2H] 2-bromo-N-[7-(3,5-dimethylphenoxy)-3-[2-(hydroxymethylamino)-2-oxoethyl]-4-methyl-2,5-dioxo-2,3,4,5-tetrahydro-1H-benzo[e][1,4]Diazepin-8-yl]-3,4,5-tris(trideuteromethoxy)benzamide